tert-butyl ((1-(4-bromophenyl)piperidin-4-yl)methyl)carbamate BrC1=CC=C(C=C1)N1CCC(CC1)CNC(OC(C)(C)C)=O